C(C)OC(=O)C=1C=CC2=C(N(C=N2)CC2OCC2)C1F 7-fluoro-1-(oxetan-2-ylmethyl)-1H-benzo[d]imidazole-6-carboxylic acid ethyl ester